O1-benzyl O4-tert-butyl 2-(3-tert-butoxy-3-oxo-propyl)piperazine-1,4-dicarboxylate C(C)(C)(C)OC(CCC1N(CCN(C1)C(=O)OC(C)(C)C)C(=O)OCC1=CC=CC=C1)=O